Ethyl (S)-3-(3-(4-Hydroxy-1-methyl-2-oxo-1,2-dihydropyridin-3-yl)ureido)-3-(4-(3-methoxyphenyl)thiophen-2-yl)propanoat OC1=C(C(N(C=C1)C)=O)NC(N[C@@H](CC(=O)OCC)C=1SC=C(C1)C1=CC(=CC=C1)OC)=O